C1(CC1)C1=NN(C(=C1C(F)(F)F)C(=O)NC1=CC(=NC=C1)S(=O)(=N)C)CC1C2(CC2)CC1 3-cyclopropyl-N-(2-(S-methylsulfonimidoyl)pyridin-4-yl)-1-(spiro[2.3]hexan-4-ylmethyl)-4-(trifluoromethyl)-1H-pyrazole-5-carboxamide